2-(chloromethyl)-8-((benzhydryl)amino)-6-fluoro-3-iodo-1-methylquinolin-4(1H)-one ClCC=1N(C2=C(C=C(C=C2C(C1I)=O)F)NC(C1=CC=CC=C1)C1=CC=CC=C1)C